O1COC2=C1C=CC(=C2)C=2C(=NC(=CN2)CCC(C(F)(F)F)(F)F)N2CCC(CC2)C(=O)O 1-(3-(benzo[d][1,3]dioxol-5-yl)-6-(3,3,4,4,4-pentafluorobutyl)pyrazin-2-yl)piperidine-4-carboxylic acid